ClC1=CC(=C(COC2=C(C=CC=C2F)C=2CCN(C(C2)=O)CC2=NC3=C(N2C[C@H]2OCC2)C=C(C=C3)C(=O)O)C=C1)F (S)-2-((4-(2-((4-chloro-2-fluorobenzyl)oxy)-3-fluorophenyl)-6-oxo-3,6-dihydropyridin-1(2H)-yl)methyl)-1-(oxetan-2-ylmethyl)-1H-benzo[d]imidazole-6-carboxylic acid